FC=1C=2N(C=CC1)N=C(C2)[C@H]2N(CCC1=C2N=CN1)C(=O)C=1SC(=NN1)C=1C=NN(C1)C (S)-(4-(4-fluoropyrazolo[1,5-a]pyridin-2-yl)-1,4,6,7-tetrahydro-5H-imidazo[4,5-c]pyridin-5-yl)(5-(1-methyl-1H-pyrazol-4-yl)-1,3,4-thiadiazol-2-yl)methanone